7-bromo-1,2-dihydro-1-isoquinolinone BrC1=CC=C2C=CNC(C2=C1)=O